FC=1C=NCN(C1)C1=NC=C(C=C1)CN1CCC2(CC1)CCN(CC2)C 5-fluoro-N-(5-((9-methyl-3,9-diazaspiro[5.5]undecan-3-yl)methyl)pyridin-2-yl)pyrimidin